CN1N=C(C=C1)C1=CC2=C(COC3=C2N=C(N=C3NC3=CC=NC=C3)N3CCOCC3)N=C1 9-(1-methyl-1H-pyrazol-3-yl)-2-morpholino-N-(pyridin-4-yl)-6H-pyrido[3',2':4,5]pyrano[3,2-d]pyrimidin-4-amine